FC=1C=C(C=C(C1)F)NC=1C=C2C(=NN(C2=CC1)COCC[Si](C)(C)C)C=CC1=NC=CC=C1 N-(3,5-difluorophenyl)-3-(2-(pyridin-2-yl)vinyl)-1-((2-(trimethylsilyl)ethoxy)methyl)-1H-indazol-5-amine